tert-butyl (3S)-3-[4-[3-cyano-4-(2-fluorophenyl)sulfanyl-pyrazolo[1,5-a]pyridin-6-yl]pyrazol-1-yl]piperidine-1-carboxylate C(#N)C=1C=NN2C1C(=CC(=C2)C=2C=NN(C2)[C@@H]2CN(CCC2)C(=O)OC(C)(C)C)SC2=C(C=CC=C2)F